C1(CC1)C1=C(C=C(C=N1)C1=CC(=C2C(=N1)N=C(N2)N)N(C)CC2(CCCC2)COCC)C(F)(F)F 5-[6-Cyclopropyl-5-(trifluoromethyl)pyridin-3-yl]-N7-{[1-(ethoxymethyl)cyclopentyl]methyl}-N7-methyl-1H-imidazo[4,5-b]pyridine-2,7-diamine